CN(CCNC(C1=CC=C(C=C1)[124I])=O)C N-(2-(dimethylamino)ethyl)-4-[124I]iodobenzamide